C(#N)C=1C(=C(C(=NC1)C(=O)NC=1C=C2C(=NNC2=CC1)COC)C)C 5-cyano-N-(3-(methoxymethyl)-1H-indazol-5-yl)-3,4-dimethylpicolinamide